OC[C@H](C)N1C=NC2=C(C1=O)C=C(N=C2N2N=CC=C2)C=2C=NC(=CC2)C(F)(F)F (S)-3-(1-hydroxy-prop-2-yl)-8-(1H-pyrazol-1-yl)-6-(6-(trifluoromethyl)pyridin-3-yl)pyrido[3,4-d]pyrimidin-4(3H)-one